N1,N1'-(ethane-1,2-diyl)bis(N2-(2-aminoethyl)ethane-1,2-diamine) C(CNCCNCCN)NCCNCCN